([{(1R)-1-[2-Chloro-3,5-diethoxy-4-(1-hydroxyethyl)phenyl]ethyl}(4-phenylbutyl)carbamoyl]amino)-3,3-difluorocyclobutane-1-carboxylic acid ClC1=C(C=C(C(=C1OCC)C(C)O)OCC)[C@@H](C)N(C(=O)NC1(CC(C1)(F)F)C(=O)O)CCCCC1=CC=CC=C1